2-methyl-4,5,6,7-tetrahydro-2H-indazol-4-ol CN1N=C2CCCC(C2=C1)O